N1N=CC(=C1)C=1C2=C(C(=NC1)NCC=1C=C(C(=O)NC3=CC(=CC=C3)CN(C)C)C=CC1)CCO2 3-(((7-(1H-pyrazol-4-yl)-2,3-dihydrofuro[3,2-c]pyridin-4-yl)amino)methyl)-N-(3-((dimethylamino)methyl)phenyl)benzamide